1-(3-(1,1-difluoro-2-hydroxyethyl)phenyl)-6-(trifluoromethoxy)-1H-indole-2-carboxamide FC(CO)(F)C=1C=C(C=CC1)N1C(=CC2=CC=C(C=C12)OC(F)(F)F)C(=O)N